C1(CC1)[C@H](C)NC=1C2=C(N=C(N1)C1=C(C(=CC(=C1Cl)OC)OC)Cl)C=NC(=C2)N[C@H]2[C@H](COC2)NC(C=C)=O N-((3R,4S)-4-((4-(((S)-1-cyclopropylethyl)amino)-2-(2,6-dichloro-3,5-dimethoxyphenyl)pyrido[3,4-d]pyrimidin-6-yl)amino)tetrahydrofuran-3-yl)acrylamide